8-(3-(1-(isoindolin-4-ylmethyl)piperidin-3-yl)-5-oxo-4,5-dihydro-1H-1,2,4-triazol-1-yl)quinolin-2(1H)-one C1NCC2=C(C=CC=C12)CN1CC(CCC1)C1=NN(C(N1)=O)C=1C=CC=C2C=CC(NC12)=O